BrC1=CNC(C=2C=CC=NC12)=O 8-bromo-1,6-naphthyridin-5(6H)-one